3-(1,1'-biphenyl-4-yl)-propenyl bromide C1(=CC=C(C=C1)CC=CBr)C1=CC=CC=C1